C1(CC1)C1=C(C(=NN1C=1C(=NC=CC1)C)OCCCN1N=C(C=2C1=NC(=NC2)Cl)Cl)N 5-cyclopropyl-3-(3-(3,6-dichloro-1H-pyrazolo[3,4-d]pyrimidin-1-yl)propoxy)-1-(2-methylpyridin-3-yl)-1H-pyrazol-4-amine